2,5-dihydroxybenzoic acid 2-phenylethyl ester C1(=CC=CC=C1)CCOC(C1=C(C=CC(=C1)O)O)=O